vinyl-methyldiethoxysilane C(=C)[Si](OCC)(OCC)C